methyl 4-(4-bromo-phenyl)-2,1,3-benzothiadiazole-5-carboxylate BrC1=CC=C(C=C1)C1=C(C=CC2=NSN=C21)C(=O)OC